C(C)NCC1=C(C=CC(=C1)[N+](=O)[O-])O 2-((Ethylamino)methyl)-4-nitrophenol